CN1C(=CC=2C(=NC(=CC21)C2=CC=C(C=C2)N2CCN(CC2)C2COCC2)C)C2=CC=C(C=C2)S(=O)(=O)C 1,4-dimethyl-2-(4-(methylsulfonyl)phenyl)-6-(4-(4-(tetrahydrofuran-3-yl)piperazin-1-yl)phenyl)-1H-pyrrolo[3,2-c]pyridine